(S)-N-((5-(trifluoromethyl)pyridin-2-yl)methyl)-1,2,3,4-tetrahydronaphthalen-1-amine FC(C=1C=CC(=NC1)CN[C@H]1CCCC2=CC=CC=C12)(F)F